C(C1CO1)OCCOCC1CO1 ethylene Glycol DIGLYCIDYL ETHER